CN(S(=O)(=O)C1=CC=C(C=C1)S(=O)(=O)NC1=C(C=CC=C1)N(C1CCN(CC1)C(=O)OC(C)(C)C)C)C Tert-butyl 4-((2-((4-(N,N-dimethylsulfamoyl)phenyl)sulfonamido)phenyl)(methyl)amino)piperidine-1-carboxylate